2,7-di[2-(diethylamino)-ethoxy]-fluorenone oxime C(C)N(CCOC=1C(C2=CC3=CC(=CC=C3C2=CC1)OCCN(CC)CC)=NO)CC